ClC=1C=C(C=CC1F)[C@H]1[C@@H](CN(C1)CCOC)NC(NC1=C(C(=NN1C1=CC=CC=C1)C)C(=O)N)=O 5-(3-((trans)-4-(3-chloro-4-fluorophenyl)-1-(2-methoxyethyl)pyrrolidin-3-yl)ureido)-3-methyl-1-phenyl-1H-pyrazole-4-carboxamide